N,N-diethyl-1-m-tolyl-1H-pyrazolo[3,4-d]pyrimidin-4-amine C(C)N(C1=C2C(=NC=N1)N(N=C2)C=2C=C(C=CC2)C)CC